C(C)(C)(C)C=1C(=C(C(=O)N)C(=CC1)N1C(C(C2=CC(=CC=C12)C=1C=NN(C1)C1OCCCC1)(C)C)=O)Cl tert-butyl-2-chloro-6-(3,3-dimethyl-2-oxo-5-(1-(tetrahydro-2H-pyran-2-yl)-1H-pyrazol-4-yl)indolin-1-yl)benzamide